C1(CC1)C1=CNC2=C(C=CC=C12)C1=C(C=C2NC(C=3N(C2=C1C)C(=NN3)C)(C)C)C(F)(F)F 8-(3-Cyclopropyl-1H-indol-7-yl)-1,4,4,9-tetramethyl-7-(trifluoromethyl)-5H-[1,2,4]triazolo[4,3-a]quinoxaline